1,5-dimethyl-6,8-dioxacyclooctan CC1CCCC(OCO1)C